1-((5-(5-(difluoromethyl)-1,3,4-oxadiazole-2-yl)pyridine-2-yl)methyl)-6-fluoro-5-(furan-3-yl)-3-(1-methylpiperidine-4-yl)-1,3-dihydro-2H-benzo[d]imidazole-2-one FC(C1=NN=C(O1)C=1C=CC(=NC1)CN1C(N(C2=C1C=C(C(=C2)C2=COC=C2)F)C2CCN(CC2)C)=O)F